6-chloro-8-((4-methoxybenzyl)(methyl-d3)amino)imidazo[1,2-b]pyridazine-3-carboxylic acid ClC=1C=C(C=2N(N1)C(=CN2)C(=O)O)N(C([2H])([2H])[2H])CC2=CC=C(C=C2)OC